O[C@@]1([C@]2(C)[C@@H](CC1)[C@@H]1CC[C@H]3CC(C=C[C@]3(C)[C@H]1CC2)=O)C 17β-hydroxy-17α-methyl-5α-androst-1-en-3-one